[4-({(2S)-1,4-bis[2-(4-chloro-3-fluorophenoxy)acetamido]bicyclo[2.2.2]octan-2-yl}oxy)-4-oxobutyl]phosphonic acid ClC1=C(C=C(OCC(=O)NC23[C@H](CC(CC2)(CC3)NC(COC3=CC(=C(C=C3)Cl)F)=O)OC(CCCP(O)(O)=O)=O)C=C1)F